C12C(CC(C(C1)C(=O)O)C(=O)O)O2 epoxycyclohexane-4,5-dicarboxylic acid